OC1C=C(O)C2=C(C=1)OC(C1C=CC(O)=C(O)C=1)C(O)C2O Leucocyanidin